2,2-dimethyl-3-hydroxy-3,4-dihydropyran CC1(OC=CCC1O)C